ClC=1C=2CCCCC2N=C2C=CC(=CC12)NC1=CC(=C(C=C1)Cl)Cl 9-Chloro-N-(3,4-dichlorophenyl)-5,6,7,8-tetrahydroacridin-2-amine